O[C@@H]1CC(C[C@@H]1O)NC(C1=CC(=CC=C1)N1C=NC=C1)=O N-((3R,4S)-3,4-dihydroxycyclopentyl)-3-(1H-imidazol-1-yl)benzamide